(4S)-3,3-difluorotetrahydro-2H-pyran-4-amine hydrochloride Cl.FC1(COCC[C@@H]1N)F